Tert-butyl (R)-3-((4-chloro-6,7,8,9-tetrahydro-5H-cyclohepta[d]pyridazin-1-yl)amino)piperidine-1-carboxylate ClC=1C2=C(C(=NN1)N[C@H]1CN(CCC1)C(=O)OC(C)(C)C)CCCCC2